C(#C)[C@@H]1N([C@H]2C[C@@H]([C@@H]1C2)OC(F)(F)F)C(=O)C2(CC2)F ((1R,3R,4R,5S)-3-Ethynyl-5-(trifluoromethoxy)-2-azabicyclo[2.2.1]heptan-2-yl)(1-fluorocyclopropyl)methanone